3-Amino-1-(5,6-dihydro-4H-pyrrolo[1,2-b]pyrazol-2-yl)pyridin-2(1H)-one NC=1C(N(C=CC1)C=1C=C2N(N1)CCC2)=O